3-(3-ethoxy-3-oxopropanoyl)piperidine-1-carboxylic acid benzyl ester C(C1=CC=CC=C1)OC(=O)N1CC(CCC1)C(CC(=O)OCC)=O